O=C1C2=C(N=CN1CC(=O)OC(C)(C)C)C(=NN2CC(F)(F)F)NC2=CC=C(C=C2)C(F)(F)F tert-butyl 2-(7-oxo-1-(2,2,2-trifluoroethyl)-3-((4-(trifluoromethyl)phenyl)amino)-1,7-dihydro-6H-pyrazolo[4,3-d]pyrimidin-6-yl)acetate